4-((3-(5-acetamidopyrimidin-2-yl)-2-methoxyphenyl)amino)-6-chloro-N-methylpyridazine-3-carboxamide C(C)(=O)NC=1C=NC(=NC1)C=1C(=C(C=CC1)NC1=C(N=NC(=C1)Cl)C(=O)NC)OC